C(C)N1C=NC=C1 1-Ethylimidazol